3-(4-bromo-3-methyl-5-(trifluoromethyl)phenyl)-1,2,4-oxadiazole-5-carboxylic acid ethyl ester C(C)OC(=O)C1=NC(=NO1)C1=CC(=C(C(=C1)C(F)(F)F)Br)C